3-Deuterio-4-[[(2S,3S,4S,5S)-3-(3,4-difluoro-2-methoxyphenyl)-4,5-dimethyl-5-(trifluoromethyl)tetrahydrofuran-2-carbonyl]amino]pyridin-2-carboxamid [2H]C=1C(=NC=CC1NC(=O)[C@H]1O[C@@]([C@H]([C@H]1C1=C(C(=C(C=C1)F)F)OC)C)(C(F)(F)F)C)C(=O)N